N-(2,2-dipropyl-4-oxo-3,4-dihydro-2H-benzo[e][1,3]oxazin-6-yl)-5-chloro-1H-indole-2-carboxamide C(CC)C1(OC2=C(C(N1)=O)C=C(C=C2)NC(=O)C=2NC1=CC=C(C=C1C2)Cl)CCC